2,2,4-trimethyl-1,3-pentanediol methyl-(2S)-2-[(5-phenylpyrimidin-2-yl)amino]-4-[5-(5,6,7,8-tetrahydro-1,8-naphthyridin-2-yl)pentanoylamino]butanoate C[C@@](C(=O)O)(CCNC(CCCCC1=NC=2NCCCC2C=C1)=O)NC1=NC=C(C=N1)C1=CC=CC=C1.CC(CO)(C(C(C)C)O)C